N,N-dimethyl-3-fluorobenzylamine CN(C)CC1=CC(=CC=C1)F